Cl.FC=1C=C(OC2CC(C2)NCC2=C3C=CN=CC3=CC=C2F)C=C(C1)F (1r,3r)-3-(3,5-difluorophenoxy)-N-((6-fluoroisoquinolin-5-yl)methyl)cyclobutane-1-amine hydrochloride